N-((1S,2S)-2-hydroxycyclohexyl)octanamide O[C@@H]1[C@H](CCCC1)NC(CCCCCCC)=O